1'-((7-ethyl-6-oxo-5,6-dihydro-1,5-naphthyridin-3-yl)methyl)-1',2',3',6'-tetrahydro-[3,4'-bipyridine]-6-carboxamide hydrochloride Cl.C(C)C=1C(NC=2C=C(C=NC2C1)CN1CCC(=CC1)C=1C=NC(=CC1)C(=O)N)=O